NC1=C(C(=NN1C(C)C)C(=O)NC=1C(=NC=C(C1)NC(CC1=CC=C(C=C1)Cl)=O)C1CC1)C(=O)N 5-amino-N3-(5-(2-(4-chlorophenyl)acetamido)-2-cyclopropylpyridin-3-yl)-1-isopropyl-1H-pyrazole-3,4-dicarboxamide